O=C1NC(CCC1N1C(C2=C(C=C(C=C2C1=O)CN1CCN(CC1)C1=CC=C(C=C1)N1N=C2C(=CC=CC2=C1)C(=O)N)F)=O)=O 2-(4-(4-((2-(2,6-dioxopiperidin-3-yl)-7-fluoro-1,3-dioxoisoindolin-5-yl)methyl)piperazin-1-yl)phenyl)-2H-indazole-7-carboxamide